piperidin-2-carboxamide N1C(CCCC1)C(=O)N